6-(5-methyl-2-piperidyl)Isoquinolin-1-Ol CC1CCC(NC1)C=1C=C2C=CN=C(C2=CC1)O